C(C)(C)(C)OC(=O)N[C@@H](C(=O)O)C1CCCCC1 N-(tert-butoxycarbonyl)-D-2-cyclohexylglycine